CC=1N(C=C(N1)N)COCC[Si](C)(C)C 2-methyl-1-{[2-(trimethylsilyl)ethoxy]methyl}-1H-imidazol-4-amine